CN1CCN(CC1)C2=CC=CC=C2C=O 2-(4-methylpiperazinyl)benzaldehyde